N,N'-diphenyl-o-phenylenediamine C1(=CC=CC=C1)NC1=C(C=CC=C1)NC1=CC=CC=C1